COC=1N=C2C(=CC=NC2=CC1OC)OC1=C(C=C(C=C1)NC(=O)C1=C(N(C(=C(C1=O)C=1SC=CC1)C)C)C)F N-[4-[(6,7-dimethoxy-1,5-naphthyridin-4-yl)oxy]-3-fluorophenyl]-1,2,6-trimethyl-4-oxo-5-thiophen-2-ylpyridine-3-carboxamide